FC(C(=O)O)(F)F.CC1=C(C=C(C=C1)NC(=O)[C@@H]1NCCC1)C(N[C@H](C)C1=CC=CC2=CC=CC=C12)=O (R)-N-(4-methyl-3-(((R)-1-(naphthalen-1-yl)ethyl)carbamoyl)phenyl)pyrrolidine-2-carboxamide 2,2,2-trifluoroacetate